C(C)(C)(C)OC(=O)N1CCN(CC1)C1=NC=C(C=C1F)F 4-(3,5-Difluoropyridin-2-yl)piperazine-1-carboxylic acid tert-butyl ester